NC([C@H](C[C@H]1C(NC2(CC2)C1)=O)NC(OC(C)(C)C)=O)=O tert-butyl ((S)-1-amino-1-oxo-3-((R)-5-oxo-4-azaspiro[2.4]heptan-6-yl)propan-2-yl)carbamate